FC1=C(C=CC=C1F)CN1C(CCC1=O)CC(=O)NCC(CCC(=O)OC)=O methyl 5-[[2-[1-[(2,3-difluorophenyl)methyl]-5-oxopyrrolidin-2-yl]acetyl]amino]-4-oxopentanoate